(S)-N-(4-((1,3-dioxo-2-((tetrahydrofuran-2-yl)methyl)isoindolin-5-yl)oxy)phenyl)-3-methoxybenzamide O=C1N(C(C2=CC(=CC=C12)OC1=CC=C(C=C1)NC(C1=CC(=CC=C1)OC)=O)=O)C[C@H]1OCCC1